CC1=CC(=CC=C1)OCC(F)(F)F 4-methyl-2-(2,2,2-trifluoroethoxy)benzene